C(C)OC(=O)C1=C(OC2=C1C=C(C=C2)O)C=2OC=CC2 2-(furan-2-yl)-5-hydroxybenzofuran-3-carboxylic acid ethyl ester